C1(C=CC=C1)[Ti](C1=C(C(=CC=C1F)NC(=S)CCCC)F)(C1=C(C(=CC=C1F)NC(=S)CCCC)F)C1C=CC=C1 Bis(cyclopentadienyl)bis[2,6-difluoro-3-(butylthiocarbonylamino)phenyl]titanium